C(#N)C1=C(N(C2=CC=CC=C12)CC1=CC(=CC=C1)OC(F)(F)F)C(=O)NC=1C(=C(C=CC1)C(=O)O)CC 3-cyano-1-(3-(trifluoromethoxy)benzyl)-1H-indole-2-carboxamido(ethyl)benzeneFormic acid